BrC1=C(C(=C(NCCCO)C=C1)[N+](=O)[O-])C 3-(4-bromo-3-methyl-2-nitroanilino)propan-1-ol